(2S,3S)-3-nitro-2-phenyl-chromene [N+](=O)([O-])C=1[C@@H](OC2=CC=CC=C2C1)C1=CC=CC=C1